1-benzyl-4-oxo-1,4-dihydroquinoline-3-carboxylic acid C(C1=CC=CC=C1)N1C=C(C(C2=CC=CC=C12)=O)C(=O)O